2-(methylsulfanyl)imidazo[1,2-a]pyridine-3-sulfonamide CSC=1N=C2N(C=CC=C2)C1S(=O)(=O)N